tert-butyl (1R,5S,8s)-3-azabicyclo[3.2.1]octan-8-ylcarbamate CC(C)(C)OC(=O)NC1[C@@H]2CC[C@H]1CNC2